BrC1=NC=CC(=C1)C[C@H](C)O[Si](C)(C)C(C)(C)C (S)-2-bromo-4-(2-((tert-butyldimethylsilyl)oxy)propyl)pyridine